C(CCCCCCC)C(CCCCCCCC)OC(CCCCCCCOC(=O)[C@H]1N(C[C@@H](CC1)OC(CCN(C)C)=O)CCCCCC(OCCCCCCCCCCC)=O)=O (2s,5r)-5-[3-(dimethylamino)propionyloxy]-1-(6-oxo-6-undecoxy-hexyl)piperidine-2-carboxylic acid [8-(1-octylnonyloxy)-8-oxo-octyl] ester